1-cyano-N-[(3R)-1-[7-(ethylamino)-5-fluoro-3-methyl-2-oxo-indolin-3-yl]-3-piperidyl]piperidine-4-carboxamide C(#N)N1CCC(CC1)C(=O)N[C@H]1CN(CCC1)C1(C(NC2=C(C=C(C=C12)F)NCC)=O)C